tert-butyl 5-(7,8-dimethyl-[1,2,4]triazolo[1,5-a]pyridin-6-yl)-4-isopropyl-3-methyl-6H-thieno[2,3-b]pyrrole-6-carboxylate CC1=C(C=2N(C=C1C1=C(C3=C(N1C(=O)OC(C)(C)C)SC=C3C)C(C)C)N=CN2)C